ClC=1C=C2C(N3C(=NC2=CC1Cl)[C@H]1CCCN([C@@H]1CC3)CC(C)C)=O |r| (±)-(4aR,13bS)-10,11-dichloro-4-isobutyl-1,2,3,4,4a,5,6,13b-octahydro-8H-[1,6]naphthyridino[5,6-b]quinazolin-8-one